4-vinylbenzyl-(triphenyl)phosphonium chloride [Cl-].C(=C)C1=CC=C(C[P+](C2=CC=CC=C2)(C2=CC=CC=C2)C2=CC=CC=C2)C=C1